4-(2-(2,3-dihydroxypropoxy)-6-(3-(3-methoxyphenyl)-1H-pyrazol-1-yl)pyrimidin-4-yl)thiomorpholine 1,1-dioxide OC(COC1=NC(=CC(=N1)N1CCS(CC1)(=O)=O)N1N=C(C=C1)C1=CC(=CC=C1)OC)CO